FC1=CC=CC=2NC(=NC21)C=2C=NC=C(C2N2CC(CC2)(N)C)C2=CC(=CC=C2)OC(F)(F)F 1-[3-(4-fluoro-1H-1,3-benzodiazol-2-yl)-5-[3-(trifluoromethoxy)phenyl]pyridin-4-yl]-3-methylpyrrolidin-3-amine